ClC1=CC=C(C=C1)C(\C=C/C=1C=CC(=C(C(=O)O)C1)O)=O 5-[(Z)-3-(4-Chlorophenyl)-3-oxoprop-1-enyl]-2-hydroxybenzoic acid